6-(6-ethoxy-2-methyl-3-pyridyl)-5-[4-[(3S)-1-(3-fluoropropyl)pyrrolidin-3-yl]oxyphenyl]-8,9-dihydro-7H-benzo[7]annulen-2-ol C(C)OC1=CC=C(C(=N1)C)C1=C(C2=C(CCC1)C=C(C=C2)O)C2=CC=C(C=C2)O[C@@H]2CN(CC2)CCCF